NC1=CC=C(C=N1)C=1C=C2C(N(CCO2)C(=O)C2=C(C(=C(C=C2)S(=O)(=O)C)F)C)CC1 [7-(6-amino-3-pyridinyl)-2,3-dihydro-1,4-benzoxazin-4(5H)-yl][3-fluoro-2-methyl-4-(methylsulfonyl)phenyl]-methanone